tert-butyl {2-oxo-2-[5-(trifluoromethyl)-1,3-thiazol-4-yl]ethyl}carbamate O=C(CNC(OC(C)(C)C)=O)C=1N=CSC1C(F)(F)F